ClC1=C(C=CC=C1S(NC=1C=C2C(N(C(C2=CC1)=O)C1C(NC(CC1)=O)=O)=O)(=O)=O)CN(C(OC(C)(C)C)=O)C tert-butyl N-[[2-chloro-3-[[2-(2,6-dioxo-3-piperidyl)-1,3-dioxo-isoindolin-5-yl]sulfamoyl]phenyl]methyl]-N-methyl-carbamate